C(CC(O)(C(=O)O)CC(=O)O)(=O)O.C(CC(O)(C(=O)O)CC(=O)O)(=O)O.C[C@H]1N(CCC1)CCCOC1=CC=C(OC2CCN(CC2)C(C)=O)C=C1 1-[4-(4-{3-[(2R)-2-methyl-pyrrolidin-1-yl]-propoxy}-phenoxy)-piperidin-1-yl]-ethan-1-one dicitrate